benzyl 3-(chloromethyl)-3-cyanopiperidine-1-carboxylate ClCC1(CN(CCC1)C(=O)OCC1=CC=CC=C1)C#N